CC=1N=C2N(N=C(C=C2C)C=2N=C3N(C(C2)=O)C=C(S3)N3CC(NC(C3)C)C)C1 7-(2,8-dimethylimidazo[1,2-b]pyridazin-6-yl)-2-(3,5-dimethylpiperazin-1-yl)thiazolo[3,2-a]pyrimidin-5-one